1-(2-isopropyl-5-methyl-1,2,4-triazol-3-yl)methanamine C(C)(C)N1N=C(N=C1CN)C